(6-cyano-2-oxoquinolin-1(2H)-yl)acetamide C(#N)C=1C=C2C=CC(N(C2=CC1)CC(=O)N)=O